N-(5-methylpyrimidin-2-yl)-2-[6-bromo-1',1'-difluoro-1-oxospiro[3H-isoquinoline-4,2'-cyclopropane]-2-yl]acetamide CC=1C=NC(=NC1)NC(CN1C(C2=CC=C(C=C2C2(C(C2)(F)F)C1)Br)=O)=O